C(C)C(C(=O)O)C(=O)C(F)(F)F.FC(C(CC(=O)OCC)=O)(F)F ethyl trifluoroacetoacetate (ethyltrifluoroacetoacetate)